Lithium 2-(2,2-difluoro-2'-(4-fluorophenyl)-5'H,7'H-spiro[cyclopropane-1,6'-pyrazolo[5,1-b][1,3]oxazin]-3'-yl)-2-hydroxy-4,4,5,5-tetramethyl-1,3,2-dioxaborolan-2-uide FC1(CC12CN1C(OC2)=C(C(=N1)C1=CC=C(C=C1)F)[B-]1(OC(C(O1)(C)C)(C)C)O)F.[Li+]